Cl.FC(S(=O)(=O)NCC1CCNCC1)(F)F 1,1,1-trifluoro-N-(piperidin-4-ylmethyl)methanesulfonamide hydrochloride